tert-butyl 4-{[6-(4,4,5,5-tetramethyl-1,3,2-dioxaborolan-2-yl)quinazolin-2-yl]amino}piperidine-1-carboxylate CC1(OB(OC1(C)C)C=1C=C2C=NC(=NC2=CC1)NC1CCN(CC1)C(=O)OC(C)(C)C)C